4-(2-amino-4-methylthiazol-5-yl)-2-(methylamino)pyrimidine-5-carbonitrile NC=1SC(=C(N1)C)C1=NC(=NC=C1C#N)NC